3-bromo-N-(5-(tert-butyl)isoxazol-3-yl)benzamide BrC=1C=C(C(=O)NC2=NOC(=C2)C(C)(C)C)C=CC1